5-phenyl-2-mercapto-1,3,4-thiadiazole C1(=CC=CC=C1)C1=NN=C(S1)S